(difluoromethoxy)nicotinic acid ethyl ester C(C)OC(C1=C(N=CC=C1)OC(F)F)=O